5-Fluoro-1-(4-fluoro-3-(4-(pyrimidin-2-yl)piperazine-1-carbonyl)benzyl)quinazoline-2,4(1H,3H)-dione dihydrate O.O.FC1=C2C(NC(N(C2=CC=C1)CC1=CC(=C(C=C1)F)C(=O)N1CCN(CC1)C1=NC=CC=N1)=O)=O